O=C1N(CCC(N1)=O)C1=CC=C(C=C1)N1CCN(CC1)CC1CCN(CC1)C1=C(C=C(C=C1)NC=1N=C(N=NC1C(=O)N)N1CCCCC1)F 5-((4-(4-((4-(4-(2,4-dioxotetrahydropyrimidin-1(2H)-yl)phenyl)piperazin-1-yl)methyl)piperidin-1-yl)-3-fluorophenyl)amino)-3-(piperidin-1-yl)-1,2,4-triazine-6-carboxamide